CN1C(=NC2=C(C=C(C=C2C1=O)C)C(C)NC1=C(C(=O)O)C=CC=C1)SC 2-[1-(3,6-dimethyl-2-methylsulfanyl-4-oxoquinazolin-8-yl)ethylamino]benzoic acid